hydrogen phosphate phosphate P(=O)(O)(O)O.P(=O)(O)(O)O